(Z)-N-(1-(phenylsulfonyl)-5-(3-(4-(trifluoromethyl)phenyl)acryloyl)-1H-indol-3-yl)cyclobutanecarboxamide methyl-3,4-dimethoxy-2,5-dimethylbenzoate COC(C1=C(C(=C(C(=C1)C)OC)OC)C)=O.C1(=CC=CC=C1)S(=O)(=O)N1C=C(C2=CC(=CC=C12)C(\C=C/C1=CC=C(C=C1)C(F)(F)F)=O)NC(=O)C1CCC1